C(N)(O[C@@]1(C(CCC2=CC(=C(C=C12)F)C1=CC=C(C=C1)OC)(C)C)[C@@H]1CN2CCC1CC2)=O (S)-quinuclidin-3-yl((R)-7-fluoro-6-(4-methoxyphenyl)-2,2-dimethyl-1,2,3,4-tetrahydronaphthalen-1-yl) carbamate